Cl.N1(CCCCC1)C=1SC=2C(=NC(=C(C2)NC(=O)C=2N=C(OC2)C=2C(=NC=CC2)C)N2CCCCC2)N1 N-(2,5-bis(piperidin-1-yl)thiazolo[4,5-b]pyridin-6-yl)-2-(2-methylpyridin-3-yl)oxazole-4-carboxamide hydrochloride